ClC=1C=CC(=C(C(=O)NC2=C(C=C(C=C2)N(OC2(CCCC2)C)C2(CCCC2)C)Cl)C1)O 5-Chloro-N-(2-chloro-4-((1-methylcyclopentyl)((1-methylcyclopentyl)oxy)amino)phenyl)-2-hydroxybenzamide